N-(8-amino-5-(2-methoxy-3-(1-(1-((6-(morpholine-4-carbonyl)pyridin-2-yl)methyl)azetidin-3-yl)-1H-pyrazol-4-yl)phenyl)-2,7-naphthyridin-3-yl)cyclopropanecarboxamide NC=1N=CC(=C2C=C(N=CC12)NC(=O)C1CC1)C1=C(C(=CC=C1)C=1C=NN(C1)C1CN(C1)CC1=NC(=CC=C1)C(=O)N1CCOCC1)OC